2,2'-methylene-bis-(4-ethyl-6-t-butylphenol) C(C1=C(C(=CC(=C1)CC)C(C)(C)C)O)C1=C(C(=CC(=C1)CC)C(C)(C)C)O